4-(3-(benzyloxy)cyclobutyl)-7-fluoro-5-methyl-1-tosyl-1H-indole C(C1=CC=CC=C1)OC1CC(C1)C1=C2C=CN(C2=C(C=C1C)F)S(=O)(=O)C1=CC=C(C)C=C1